(22R,25R)-2beta,3beta,14,20,22,26-hexahydroxy-5beta-cholest-7-en-6-one O[C@@H]1[C@@H](C[C@H]2C(C=C3[C@@]4(CC[C@H]([C@@]([C@@H](CC[C@H](CO)C)O)(C)O)[C@]4(CC[C@@H]3[C@]2(C1)C)C)O)=O)O